[N+](=[N-])=C(C=CC(=O)N)C=CC(=O)N diazomethylenebisacrylamide